C1CCC2=C(C=3CCCC3C=C12)NC(=O)NS(=O)(=O)C1=CC2=C(O1)[C@H]1CC[C@@H](C2O)C1 (5R,8S)-N-((1,2,3,5,6,7-hexahydro-s-indacen-4-yl)carbamoyl)-4-hydroxy-5,6,7,8-tetrahydro-4H-5,8-methanocyclohepta[b]furan-2-sulfonamide